6-(4-Hydroxy-5-methoxyfurfurylamino)-9-β-D-arabinofuranosylpurin OC=1C=C(CNC2=C3N=CN(C3=NC=N2)[C@H]2[C@@H](O)[C@H](O)[C@H](O2)CO)OC1OC